tert-butyl (S)-(1-(3-(4-chloro-1-(2,2-difluoroethyl)-3-(methylsulfonamido)-1H-indazol-7-yl)quinoxalin-2-yl)-2-(3,5-difluorophenyl)ethyl)carbamate ClC1=C2C(=NN(C2=C(C=C1)C=1C(=NC2=CC=CC=C2N1)[C@H](CC1=CC(=CC(=C1)F)F)NC(OC(C)(C)C)=O)CC(F)F)NS(=O)(=O)C